methyl 4-bromo-2-chloro-6-fluoro-benzoate BrC1=CC(=C(C(=O)OC)C(=C1)F)Cl